C(C)(C)(C)C1=C2C=CC=NC2=C(C(=C1)C(C=1C=C(C(=O)NCCCCCNC2=C3C(N(C(C3=CC=C2)=O)C2C(NC(CC2)=O)=O)=O)C=CC1)NC(CCC)=O)O 3-((5-(tert-butyl)-8-hydroxyquinolin-7-yl)(butyramido)-methyl)-N-(5-((2-(2,6-dioxopiperidin-3-yl)-1,3-dioxoisoindolin-4-yl)amino)-pentyl)benzamide